FC1=C2C=C(N(C2=CC=C1N1C(C=2C=C(C(=NC2C(=C1)C(=O)N1CCC(CC1)F)OC([2H])([2H])[2H])OC([2H])([2H])[2H])=O)C)C 6-(4-fluoro-1,2-dimethyl-1H-indol-5-yl)-8-(4-fluoropiperidine-1-carbonyl)-2,3-bis(methoxy-d3)-1,6-naphthyridin-5(6H)-one